1,8-dihydroxy-3-(4-ethylpiperazine-1-carbonyl)anthracene-9,10-dione hydrochloride Cl.OC1=CC(=CC=2C(C3=CC=CC(=C3C(C12)=O)O)=O)C(=O)N1CCN(CC1)CC